ClC=1C=C(C(=C2CCOC21)C=O)[N+](=O)[O-] 7-Chloro-5-nitro-2,3-dihydrobenzofuran-4-carbaldehyde